C(CCC)P([O-])([O-])=O.[Fe+2] ferrous (butylphosphonate)